[Zn].SC=1NC2=C(N1)C=CC=C2 2-Mercaptobenzimidazole zinc salt